CN1[C@H](C2=CC=C(C=C2CC1)N(C1=CC=C(C=C1)C)C)CNC1=C(C(=O)OC)C=CN=C1 Methyl (R)-3-(((2-methyl-6-(methyl(p-tolyl)amino)-1,2,3,4-tetrahydroisoquinolin-1-yl)methyl)amino)isonicotinate